(5-(4-toluenesulfonyl)oxy-5H-thiophen-2-ylidene)(2-methylphenyl)acetonitrile CC1=CC=C(C=C1)S(=O)(=O)OC1C=CC(S1)=C(C#N)C1=C(C=CC=C1)C